2-(((1r,4r)-4-(((4-ethoxyphenyl)(3-fluorophenyl)carbamoyl-oxy)methyl)cyclohexyl)methoxy)acetic acid C(C)OC1=CC=C(C=C1)N(C(=O)OCC1CCC(CC1)COCC(=O)O)C1=CC(=CC=C1)F